methyl 5-((2-(2-((tert-butoxycarbonyl)amino)ethoxy)ethyl)carbamoyl)-2-(2-(4-fluorophenyl)butanamido)-4-methylthiophene-3-carboxylate C(C)(C)(C)OC(=O)NCCOCCNC(=O)C1=C(C(=C(S1)NC(C(CC)C1=CC=C(C=C1)F)=O)C(=O)OC)C